ClC1=CC=C(CN2C(=NC=3N(C(N(C(C23)=O)CCCO)=O)C)C2(CCC(CC2)N2CCCC2)F)C=C1 7-(4-chlorobenzyl)-8-(1-fluoro-4-(pyrrolidin-1-yl)cyclohexyl)-1-(3-hydroxypropyl)-3-methyl-3,7-dihydro-1H-purine-2,6-dione